2-(5-benzoylthiophen-2-yl)propanoic acid C(C1=CC=CC=C1)(=O)C1=CC=C(S1)C(C(=O)O)C